FC=1C(=C(C=CC1F)C1=C(OC=C1)C(=O)OCC)OC ethyl 3-(3,4-difluoro-2-methoxy-phenyl)furan-2-carboxylate